ethyl 1-(1-bicyclo[1.1.1]pentanyl)pyrazole-4-carboxylate C12(CC(C1)C2)N2N=CC(=C2)C(=O)OCC